OC1=C(C(=O)NC=2SC(=CN2)[N+](=O)[O-])C=CC=C1C(=O)NCCC 2-hydroxy-N1-(5-nitrothiazol-2-yl)-N3-propylisophthalamide